C(C)N1N=C(C(=C1)C1=NC(=CC=C1C(C)O)N1C=NC2=C1C=CC(=C2)NC=2N=NC(=CC2)C)C 1-[2-(1-Ethyl-3-methyl-pyrazol-4-yl)-6-[5-[(6-methylpyridazin-3-yl)amino]benzimidazol-1-yl]-3-pyridinyl]ethanol